C(C)OC(C(C1=CC(=CC=C1)OC)Br)=O bromo-2-(3-methoxyphenyl)acetic acid ethyl ester